S(=O)(=O)([O-])[O-].[OH-].[Zn+2].[Cu+2] COPPER ZINC HYDROXIDE SULFATE